3-(2-{2,6-difluoro-4-[(3S)-3-fluoropyrrolidine-1-sulfonyl]phenyl}-3-fluoro-4-methylquinolin-7-yl)propionitrile FC1=C(C(=CC(=C1)S(=O)(=O)N1C[C@H](CC1)F)F)C1=NC2=CC(=CC=C2C(=C1F)C)CCC#N